ClC=1C=C2C=C(NC2=CC1)CNC(N(C1CN(CCC1)C(COC1=NNC(C=C1)=O)=O)C)=O 3-[(5-chloro-1H-indol-2-yl)methyl]-1-methyl-1-(1-{2-[(6-oxo-1,6-dihydropyridazin-3-yl)oxy]acetyl}piperidin-3-yl)urea